FC1=C(C=CC(=C1)CN1C(=NC=2C=NC=3N=C(C=CC3C21)OC)C2CN(C2)S(=O)(=O)C)S(=O)(=O)N 2-fluoro-4-((7-methoxy-2-(1-(methylsulfonyl)azetidin-3-yl)-1H-imidazo[4,5-c][1,8]naphthyridin-1-yl)methyl)benzenesulfonamide